BrC=1C=C(C=NC1)N(C)CC=1C=C(C(=O)N[C@@H]2[C@H](CCCC2)O)C=CC1C 3-{[(5-bromopyridin-3-yl)(methyl)amino]methyl}-N-[(1s,2s)-2-hydroxycyclohexyl]-4-methylbenzamide